triethyleneglycol monoethyl ether C(C)OCCOCCOCCO